4-(4-methoxybenzyl)-1-methyl-1H-pyrazolo[4,3-c]pyridine-4,7-diamine COC1=CC=C(CC2(N=CC(=C3C2=CNN3C)N)N)C=C1